1-methyl-3-dodecyl-imidazole bromide salt [Br-].CN1CN(C=C1)CCCCCCCCCCCC